tetraethylammonium hydrogensulfate S(=O)(=O)(O)[O-].C(C)[N+](CC)(CC)CC